C(C)(C)C=1C(=CC2=C(N(C(N2)=O)[C@H]2CN(CCC2)C2CCOCC2)C1)C=1C=C(C=2N(C1)N=CN2)OC (R)-6-isopropyl-5-(8-methoxy-[1,2,4]triazolo[1,5-a]pyridin-6-yl)-1-(1-(tetrahydro-2H-pyran-4-yl)piperidin-3-yl)-1,3-dihydro-2H-benzo[d]imidazol-2-one